C(N)(=O)CC[C@@H]([C@@H](C)OCC1=CC=C(C=C1)CCCOCCCOCCCC1=CC=CC=2N(C(N(C21)C)=O)C2C(NC(CC2)=O)=O)NC(OC(C)(C)C)=O tert-butyl N-[(3S,4R)-1-carbamoyl-4-([4-[3-(3-[3-[1-(2,6-dioxopiperidin-3-yl)-3-methyl-2-oxo-1,3-benzodiazol-4-yl]propoxy]propoxy)propyl]phenyl]meth-oxy)pentan-3-yl]carbamate